4-(((1r,4r)-4-aminocyclohexyl)oxy)-2-chlorobenzonitrile trifluoroacetic acid salt FC(C(=O)O)(F)F.NC1CCC(CC1)OC1=CC(=C(C#N)C=C1)Cl